C1(CC1)CN1C(=C(C2=CC=CC=C12)F)C=O 1-(Cyclopropylmethyl)-3-fluoro-indole-2-carbaldehyde